(3-((1R,4R)-4-(Hydroxymethyl)cyclohexyl)-1,2,3-oxadiazol-3-ium-5-yl)((3-(2-(o-tolyl)acetamido)-5-(trifluoromethyl)phenyl)carbamoyl)amide OCC1CCC(CC1)[N+]1=NOC(=C1)[N-]C(NC1=CC(=CC(=C1)C(F)(F)F)NC(CC1=C(C=CC=C1)C)=O)=O